C(C1=CC=CC=C1)NC1CC(C(CC1)C)NCC1=CC=CC=C1 N1,N3-dibenzyl-4-methyl-cyclohexane-1,3-diamine